C(C)(C)(C)OC(NCCCC1=NC(=CC=C1)NC)=O 3-(6-(methylamino)pyridin-2-yl)propylcarbamic acid tert-butyl ester